BrC1=NC(=NN1)C1=CC=CC=C1 5-bromo-3-phenyl-1H-1,2,4-triazole